butyl-8-chloro-4-(3-chlorophenyl)-5'-methyl-2'-oxo-4H-spiro[cyclopenta[c]benzopyran-1,3'-indoline]-2-carbonitrile C(CCC)N1C(C2(C3=CC(=CC=C13)C)C(=CC=1C(OC3=C(C12)C=C(C=C3)Cl)C3=CC(=CC=C3)Cl)C#N)=O